NCCCCN1N=C(C=2C1=NC=NC2N)C=2C=C1C(=NC2)NC=C1 1-(4-aminobutyl)-3-(1H-pyrrolo[2,3-b]pyridin-5-yl)pyrazolo[3,4-d]pyrimidin-4-amine